C(C1CO1)C=1C(=C(C(=C(C1C(=O)O)C(=O)O)CC1CO1)C(=O)O)CC1CO1 triglycidyl-1,2,4-benzenetricarboxylic acid